6-chloro-5-fluoro-pyrazin-2-amine ClC1=C(N=CC(=N1)N)F